ClC=1C(N(N=CC1OCC1=NC=C(C=C1F)F)C1=CC(=NC=C1C)C1=NC(=NC=C1)C(C)(C)O)=O 4-chloro-5-((3,5-difluoropyridin-2-yl)methoxy)-2-(2-(2-(2-hydroxypropan-2-yl)pyrimidin-4-yl)-5-methylpyridin-4-yl)pyridazin-3(2H)-one